4-bromo-1,2-dimethoxybenzene BrC1=CC(=C(C=C1)OC)OC